CN(CCNC(=O)C=1C(=CN2N=C(N=C(C21)NC2=NC=CC(=C2)OC)C=2N(C=CN2)C)C2=NN(C=C2)C)C N-(2-(Dimethylamino)ethyl)-4-((4-methoxypyridin-2-yl)amino)-2-(1-methyl-1H-imidazol-2-yl)-6-(1-methyl-1H-pyrazol-3-yl)pyrrolo[2,1-f][1,2,4]triazine-5-carboxamide